OCCCCCC=1C(=NC=CN1)C(=O)OC(C)(C)C tert-butyl 3-(5-hydroxypentyl)pyrazine-2-carboxylate